methyl (R)-2,6-difluoro-4-((1-phenylethyl)carbamoyl)benzoate FC1=C(C(=O)OC)C(=CC(=C1)C(N[C@H](C)C1=CC=CC=C1)=O)F